COC(C(C=O)C=1OC=C(C1)C1=CC2=C(C=CO2)C=C1)=O (4-(benzofuran-6-yl)furan-2-yl)-3-oxopropanoic acid methyl ester